(S)-4-(2-(2-chlorophenyl)azepan-1-yl)-6-methylpyrimidin-2-amine ClC1=C(C=CC=C1)[C@H]1N(CCCCC1)C1=NC(=NC(=C1)C)N